1-(((1s,4s)-4-Hydroxycyclohexyl)methyl)-6-(4-hydroxyphenyl)-1H-imidazo[4,5-b]pyrazin OC1CCC(CC1)CN1C=NC=2C1=NC(=CN2)C2=CC=C(C=C2)O